5-isocyano-2,3-lutidine [N+](#[C-])C=1C=C(C(=NC1)C)C